C[C@@H](CN)C1=CC=CC=C1 R-β-methylphenylethylamine